CC1=CCC(CC1)=C(C)C 1-methyl-4-(propan-2-ylidene)cyclohex-1-ene